7-(3-(4-(furan-2-carbonyl)piperazin-1-yl)-2-hydroxypropoxy)-6-methoxy-3-methylisochroman-4-one O1C(=CC=C1)C(=O)N1CCN(CC1)CC(COC1=C(C=C2C(C(OCC2=C1)C)=O)OC)O